C(C)(C)(C)OC(=O)NS(=O)(=O)NCC(C)(C)C1CCN(CC1)C(=O)OC(C)(C)C tert-butyl 4-(1-((N-(tert-butoxycarbonyl)sulfamoyl)amino)-2-methylpropan-2-yl)piperidine-1-carboxylate